FC([C@H](C)NC(O[C@H]1CO[C@H](C1)C1=CC(=NN1)NC=1C=2N(C=CN1)N=C(C2)COC)=O)F (3R,5R)-5-(3-((2-(methoxymethyl) pyrazolo[1,5-a]pyrazin-4-yl)amino)-1H-pyrazol-5-yl)tetrahydrofuran-3-yl ((S)-1,1-difluoropropan-2-yl)carbamate